1-Ethoxybutyl methacrylate C(C(=C)C)(=O)OC(CCC)OCC